CC1=NOC(=C1C1=C(C=C(N)C=C1)F)C 4-(3,5-dimethylisoxazol-4-yl)-3-fluoroaniline